1-(7,8-dichloro-4-(1H-imidazol-1-yl)quinolin-2-yl)hexahydro-6H-furo[3,4-b]pyrrol-6-one ClC1=CC=C2C(=CC(=NC2=C1Cl)N1C2C(CC1)COC2=O)N2C=NC=C2